tri-heptyl phosphate P(=O)(OCCCCCCC)(OCCCCCCC)OCCCCCCC